C(C)OC(C(C)(C)OC1=C(C=C(C=C1F)CN1N=CN(C1=O)C1=CC=C(C=C1)OC(F)(F)F)F)=O 2-(2,6-difluoro-4-((5-oxo-4-(4-(trifluoromethoxy)phenyl)-4,5-dihydro-1H-1,2,4-Triazol-1-yl)methyl)phenoxy)-2-methylpropionic acid ethyl ester